5-chloro-3-(1H-imidazol-2-yl)pyrazolo[1,5-a]pyrimidine ClC1=NC=2N(C=C1)N=CC2C=2NC=CN2